FC(OC1=C(C=CC(=C1)C(F)(F)F)C=1C=2N(C(=NN1)N[C@H]1C[C@H](CCC1)O)C=CC2F)F (1S,3R)-3-({1-[2-(difluoromethoxy)-4-(trifluoromethyl)phenyl]-8-fluoropyrrolo[1,2-d][1,2,4]triazin-4-yl}amino)cyclohexan-1-ol